N-(2-(4-(azidomethyl)piperidin-1-yl)ethyl)-4-(2-chloropyridin-3-yl)benzenesulfonamide N(=[N+]=[N-])CC1CCN(CC1)CCNS(=O)(=O)C1=CC=C(C=C1)C=1C(=NC=CC1)Cl